5-(2-chloro-4-(trifluoromethyl)phenoxy)-N-isopropyl-2-naphthamide ClC1=C(OC2=C3C=CC(=CC3=CC=C2)C(=O)NC(C)C)C=CC(=C1)C(F)(F)F